CC1C(NCC1)=O 3-methyl-2-pyrrolidone